CC1=CC=C(CNC(CN2N=C(C(=C2)C2=CC=NC3=CC=CC=C23)C2=NC(=CC=C2)C)=O)C=C1 N-(4-methylbenzyl)-2-(3-(6-methylpyridin-2-yl)-4-(quinolin-4-yl)-1H-pyrazol-1-yl)acetamide